(R)-((1S,2R,3S,5S,7S)-5-chloro-1-hydroxyadamantan-2-yl)(phenyl)methane ammonium chloride salt [Cl-].[NH4+].Cl[C@]12C[C@H]3[C@H]([C@](C[C@@H](C1)C3)(C2)O)CC2=CC=CC=C2